2-[[6-(2,2-difluoro-7-methyl-[1,3]dioxolo[4,5-f]benzimidazol-6-yl)-5-ethylsulfanyl-3-pyridyl]oxy]-2-methyl-propanenitrile FC1(OC=2C(=CC3=C(N(C(=N3)C3=C(C=C(C=N3)OC(C#N)(C)C)SCC)C)C2)O1)F